3-(5-amino-2,4-dimethylpyridin-3-yl)-N-methyl-1,6-naphthyridin-7-amine NC=1C(=C(C(=NC1)C)C=1C=NC2=CC(=NC=C2C1)NC)C